C1(CCCCC1)CNC1CCC(CC1)N1C(NC2=C1C=C(C(=C2)C=2C=C(C=1N(C2)N=CN1)OC)C)=O 1-((1s,4s)-4-((cyclohexylmethyl)amino)cyclohexyl)-5-(8-methoxy-[1,2,4]triazolo[1,5-a]pyridin-6-yl)-6-methyl-1,3-dihydro-2H-benzo[d]imidazol-2-one